N-(tert-butyl)-5-isobutyl-4-methyl-3-(4-((2-methyl-1H-imidazol-1-yl)methyl)phenyl)thiophene-2-Sulfonamide C(C)(C)(C)NS(=O)(=O)C=1SC(=C(C1C1=CC=C(C=C1)CN1C(=NC=C1)C)C)CC(C)C